COC(=O)C1=CC2=C(N(C(=N2)C=2N(C3=CC=CC=C3C2)CCCOC2=C(C=CC=C2)Br)CC=2C=NNC2)C(=C1)OC 1-((1H-pyrazol-4-yl)methyl)-2-(1-(3-(2-bromophenoxy)propyl)-1H-indol-2-yl)-7-methoxy-1H-benzo[d]imidazole-5-carboxylic acid methyl ester